[N+](=O)([O-])C1=CC=C(C=C1)S (4-nitrophenyl)sulfane